CC(C(=O)N1N=C(C(=C1N(C)CC1=CC=C(C=C1)C(N)=N)F)C1CN(CC1=O)C(=O)N1CCOCC1)(C)C 4-({[1-(2,2-dimethylpropanoyl)-4-fluoro-3-[1-(morpholine-4-carbonyl)-4-oxopyrrolidin-3-yl]-1H-pyrazol-5-yl](methyl)amino}methyl)benzene-1-carboximidamide